benzyl 4-(diethylamino)butanoate C(C)N(CCCC(=O)OCC1=CC=CC=C1)CC